(+-)-2-(2-nitro-2-propyl)-3,4-dihydronaphthalen-1(2H)-one [N+](=O)([O-])C(C)(C)[C@@H]1C(C2=CC=CC=C2CC1)=O |r|